COC=1C(=C2C=CNC2=C(C1)C)CN1[C@H](C[C@H](CC1)NCC(F)(F)F)C1=C(C(=O)O)C=CC=C1 (2R,4S)-(1-((5-methoxy-7-methyl-1H-indol-4-yl)methyl)-4-((2,2,2-trifluoroethyl)amino)piperidin-2-yl)benzoic acid